6-[(2S)-2-aminopropyl]-4-{[(thiophen-2-yl)methyl]amino}thieno[3,2-d]pyrimidine-2,7-dicarbonitrile N[C@H](CC1=C(C=2N=C(N=C(C2S1)NCC=1SC=CC1)C#N)C#N)C